C(C)OC(=O)C1(CC(=NO1)C1=CC=C(C=C1)Cl)C(=O)OCC 3-(4-chlorophenyl)isoxazole-5,5(4H)-dicarboxylic acid diethyl ester